ClC=1C=C(C(=NC1)N1C(C(N(C(C1)=O)CC1=CC=C(C=C1)C(F)(F)F)C1CC(C1)O)=O)F 1-(5-chloro-3-fluoropyridin-2-yl)-3-(3-hydroxy-cyclobutyl)-4-(4-(trifluoro-methyl)benzyl)piperazine-2,5-dione